O=C1NC(CCC1NC(=O)C1=CC=C(C=2N(C(=NC21)C)CC(=O)OC(C)(C)C)F)=O tert-butyl 2-{4-[(2,6-dioxopiperidin-3-yl)carbamoyl]-7-fluoro-2-methyl-1H-1,3-benzodiazol-1-yl}acetate